(E)-1,2-diphenyl-diazobenzene isopropyl-(R)-2-amino-2-(4-ethynyl-2-fluorophenyl)-4,4-dimethylpentanoate tris(2,6-di-t-butylphenyl)phosphate C(C)(C)(C)C1=C(C(=CC=C1)C(C)(C)C)OP(=O)(OC1=C(C=CC=C1C(C)(C)C)C(C)(C)C)OC1=C(C=CC=C1C(C)(C)C)C(C)(C)C.C(C)(C)OC([C@@](CC(C)(C)C)(C1=C(C=C(C=C1)C#C)F)N)=O.C1(=CC=CC=C1)C=1C(C(C=CC1)=[N+]=[N-])C1=CC=CC=C1